CN(C1CCC(CC1)NC1=NC=C2C(=N1)N(C(N(C2)C=2C=C(C(=NC2)NS(=O)(=O)CC2=CC=C(C=C2)F)F)=O)C(C)C)C N-(5-(7-(((1r,4r)-4-(dimethylamino)cyclohexyl)amino)-1-isopropyl-2-oxo-1,4-dihydropyrimido[4,5-d]pyrimidin-3(2H)-yl)-3-fluoropyridin-2-yl)-1-(4-fluorophenyl)methanesulfonamide